(S)-N-(1-((tert-butyldiphenylsilyl)oxy)propan-2-yl)-6-(4-chlorophenyl)-8-(1,5-diMethyl-1H-pyrazol-4-yl)-[1,2,4]triazolo[1,5-a]pyrazin-2-amine [Si](C1=CC=CC=C1)(C1=CC=CC=C1)(C(C)(C)C)OC[C@H](C)NC1=NN2C(C(=NC(=C2)C2=CC=C(C=C2)Cl)C=2C=NN(C2C)C)=N1